Cl.BrC=1C=C(C=2N(C1)C=C(N2)C)CN (6-bromo-2-methyl-imidazo[1,2-a]pyridin-8-yl)methanamine hydrochloride